methyl (S)-3-((6-(3-ethylmorpholino)-4-((methylsulfonyl)methyl)pyridin-2-yl)sulfonyl)propanoate C(C)[C@H]1COCCN1C1=CC(=CC(=N1)S(=O)(=O)CCC(=O)OC)CS(=O)(=O)C